2-[4-(2-methylpropenyl)phenyl]propionic acid CC(=CC1=CC=C(C=C1)C(C(=O)O)C)C